2-((11-(4-(tert-butyl)phenyl)undecyl)thio)ethyl hydrogen ((((R)-1-(6-amino-9H-purin-9-yl)propan-2-yl)oxy)methyl)phosphonate NC1=C2N=CN(C2=NC=N1)C[C@@H](C)OCP(OCCSCCCCCCCCCCCC1=CC=C(C=C1)C(C)(C)C)(O)=O